(S)-(+)-2-aminobutanamide hydrochloride CC[C@@H](C(=O)N)N.Cl